tert-butyl 11-ethyl-2-ethynyl-1,9-diazatricyclo[6.3.1.04,12]dodeca-2,4,6,8(12)-tetraene-9-carboxylate C(C)C1CN(C=2C=CC=C3C=C(N1C32)C#C)C(=O)OC(C)(C)C